oxo-5-(trifluoromethyl)-1,6-dihydropyridazin O=C1C(=CC=NN1)C(F)(F)F